NC1=C(C=C(C=C1)C=O)[N+](=O)[O-] (4-amino-3-nitro-phenyl)-methanone